(R)-(1-(methoxy(methyl)amino)-3-methyl-1-oxobutan-2-yl)carbamic acid tert-butyl ester C(C)(C)(C)OC(N[C@@H](C(=O)N(C)OC)C(C)C)=O